1-(4-(1-fluoro-7-isopropyl-3,8,9,10-tetrahydrocyclohepta[e]indazol-6-yl)phenyl)piperidine-4-carbaldehyde FC1=NNC=2C=CC3=C(C12)CCCC(=C3C3=CC=C(C=C3)N3CCC(CC3)C=O)C(C)C